O(F)F (oxy) fluoride